N1C=C(C2=CC=CC=C12)CC[C@H]1N(CCC2=CC(=C(C=C12)OCC1CC1)OC)C=O (R)-1-(2-(1H-indol-3-yl)ethyl)-7-(cyclopropyl-methoxy)-6-methoxy-3,4-dihydroisoquinoline-2(1H)-formaldehyde